5-[4,6-bis(3,7-dioxa-9-azabicyclo[3.3.1]nonan-9-yl)-1,3,5-triazin-2-yl]-4-(difluoromethyl)pyridin-2-amine C12COCC(COC1)N2C2=NC(=NC(=N2)N2C1COCC2COC1)C=1C(=CC(=NC1)N)C(F)F